(4-butylpiperazin-1-yl)(2-chloro-7-cyclopentyl-7H-pyrrolo[2,3-d]pyrimidin-6-yl)methanone C(CCC)N1CCN(CC1)C(=O)C1=CC2=C(N=C(N=C2)Cl)N1C1CCCC1